2-(2-(dimethylamino)ethyl)-6-(1H-pyrazol-5-yl)-2H-indazol-5-amine CN(CCN1N=C2C=C(C(=CC2=C1)N)C1=CC=NN1)C